8-phenyl-6,8-dihydro-5H-[1,2,4]Triazolo[5,1-c][1,4]Oxazin-2-yl ketone C1(=CC=CC=C1)C1OCCN2C1=NC(=N2)C(=O)C2=NN1C(C(OCC1)C1=CC=CC=C1)=N2